3-cyclohexylpropane-1-one-2-imine C1(CCCCC1)CC(C=O)=N